((6-chloro-4-(4-(hydroxymethyl)-4-methylpiperidin-1-yl)pyridin-3-yl)ethynyl)cyclopentan-1-ol ClC1=CC(=C(C=N1)C#CC1(CCCC1)O)N1CCC(CC1)(C)CO